OC1(CC=C(C=C1)C1=CCCCC1)C 4-(4-hydroxy-4-methylphenyl)-3-cyclohexene